(4R)-4-[3-[3-[4-[4-Methyl-sulfonyl-2-(trifluoromethyl)phenyl]phenyl]azetidin-1-yl]-3-oxo-propyl]oxazolidin-2-one CS(=O)(=O)C1=CC(=C(C=C1)C1=CC=C(C=C1)C1CN(C1)C(CC[C@H]1NC(OC1)=O)=O)C(F)(F)F